C(C1=CC=CC=C1)OC=1C(=CC(=C(C1)NC(OCC=C)=O)C(=O)N1[C@@H](CC(=CC1)C=1C(N(C(N(C1)C)=O)C)=O)CO)OC allyl (S)-(5-(benzyloxy)-2-(4-(1,3-dimethyl-2,4-dioxo-1,2,3,4-tetrahydropyrimidin-5-yl)-2-(hydroxymethyl)-1,2,3,6-tetrahydropyridine-1-carbonyl)-4-methoxyphenyl)carbamate